COC(C=1C(C(=O)OC)=C(C=C(C1)F)CBr)=O (bromomethyl)-5-fluorophthalic acid dimethyl ester